ClCC1=CC2=C(N(C(=N2)NC=2OC3=C(N2)C=C(C=C3)F)C)C=C1 N-(5-(chloromethyl)-1-methyl-1H-benzo[d]imidazol-2-yl)-5-fluorobenzo[d]oxazol-2-amine